FC=1C=C(C=NC1)C1=CC(=NC(=C1F)C)C=1OC(=NN1)C=1SC=C(N1)C 2-(5,5'-Difluoro-6'-methyl-[3,4'-bipyridin]-2'-yl)-5-(4-methylthiazol-2-yl)-1,3,4-oxadiazole